CN1C[C@H](N(CC1)C(=O)OC(C)(C)C)C(NCCOC1=NC(=NC(=C1)NC=1SC(=CN1)C1=CC=CC=C1)C)=O tert-butyl (2S)-4-methyl-2-[2-[2-methyl-6-[(5-phenylthiazol-2-yl)amino]pyrimidin-4-yl]oxyethylcarbamoyl]piperazine-1-carboxylate